C(C)(C)C1=NOC(=N1)N1CCC(CC1)C(C)OC=1SC2=NC(=C(C=C2N1)C)C1=CC=C(C=C1)S(=O)(=O)C 3-isopropyl-5-(4-(1-((6-methyl-5-(4-(methylsulfonyl)phenyl)thiazolo[5,4-b]pyridin-2-yl)oxy)ethyl)piperidin-1-yl)-1,2,4-oxadiazole